N-(1-(4,6-dichloropyridin-2-yl)cyclopropyl)-3-(2,4-difluorophenyl)-3-hydroxybutanamide ClC1=CC(=NC(=C1)Cl)C1(CC1)NC(CC(C)(O)C1=C(C=C(C=C1)F)F)=O